COC=1C(=NC(=NC1)N1CCNCC(C1)C)NC=1C=C2C=NNC2=CC1 N-(5-methoxy-2-(6-methyl-1,4-diazepan-1-yl)pyrimidin-4-yl)-1H-indazol-5-amine